N1(CCC1)CC=1C=C(C=CC1)C#CC=1C=CC(=C(C1)NC(=O)C1=CNC(C=C1C(F)(F)F)=O)N1C[C@@H](N(CC1)C)C (S)-N-(5-((3-(azetidin-1-ylmethyl)phenyl)ethynyl)-2-(3,4-dimethylpiperazin-1-yl)phenyl)-6-oxo-4-(trifluoromethyl)-1,6-dihydropyridine-3-carboxamide